1-[4-(3,4-difluorophenyl)piperidin-1-yl]-2-{3-[(2R,6S)-2,6-dimethylmorpholine-4-carbonyl]-5,6-dihydrocyclopenta[c]pyrazol-1(4H)-yl}ethan-1-one FC=1C=C(C=CC1F)C1CCN(CC1)C(CN1N=C(C2=C1CCC2)C(=O)N2C[C@H](O[C@H](C2)C)C)=O